Rac-(4-amino-7-fluoroimidazo[1,5-a]quinoxalin-8-yl)((4aS,10bS)-8-(1-(difluoromethyl)-1H-pyrazol-3-yl)-2,3,4,4a,6,10b-hexahydro-1H-isochromeno[4,3-b]pyridin-1-yl)methanone NC=1C=2N(C3=CC(=C(C=C3N1)F)C(=O)N1[C@@H]3[C@H](CCC1)OCC=1C=C(C=CC13)C1=NN(C=C1)C(F)F)C=NC2 |r|